3-(aminomethyl)-1-(6-methyl-4-(trifluoromethyl)pyridin-2-yl)-5-oxopyrrolidine-2-carboxylate NCC1C(N(C(C1)=O)C1=NC(=CC(=C1)C(F)(F)F)C)C(=O)[O-]